2-(4-(4-methylpiperazin-1-yl)phenylamino)furan CN1CCN(CC1)C1=CC=C(C=C1)NC=1OC=CC1